C(C1=CC=CC=C1)OC1=NC(=CC=C1C1=NN(C2=C(C=CC=C12)N1CCC(CC1)CN1CC2(C1)CCN(CC2)C(=O)OC(C)(C)C)C)OCC2=CC=CC=C2 tert-butyl 2-((1-(3-(2,6-bis(benzyloxy)pyridin-3-yl)-1-methyl-1H-indazol-7-yl) piperidin-4-yl) methyl)-2,7-diazaspiro[3.5]nonane-7-carboxylate